(R)-8-hydroxy-3,5,7-trimethylisochroman-1-one OC=1C(=CC(=C2C[C@H](OC(C12)=O)C)C)C